FC1=CC=C(C=C1)C=1C(CCC2=C(C1C1=CC=C(C=C1)CC1CN(C1)CCCF)C=CC(=C2)C(=O)O)C 8-(4-fluorophenyl)-9-(4-((1-(3-fluoropropyl)azetidin-3-yl)methyl)phenyl)-7-methyl-6,7-dihydro-5H-benzo[7]annulene-3-carboxylic acid